4-(benzo[d]oxazol-2(3H)-one-5-yl)-N2-(6-(4-methylpiperidin-1-yl)pyridin-3-yl)-5-methylpyrimidine-2,4-diamine O1C(NC2=C1C=CC(=C2)C2(NC(=NC=C2C)NC=2C=NC(=CC2)N2CCC(CC2)C)N)=O